2-chloro-7-(6-(2-hydroxyprop-2-yl)pyridin-2-yl)-7H-pyrrolo[2,3-d]pyrimidine ClC=1N=CC2=C(N1)N(C=C2)C2=NC(=CC=C2)C(C)(C)O